C1(=CC(=CC=C1)C1(NC(=NC=N1)Cl)Cl)C1=CC=CC=C1 2-([1,1'-biphenyl]-3-yl)-2,6-dichloro-1,3,5-triazine